O1CCCC2=C(C=CC=C12)NC1=NC=2N(C(=C1)NC)N=CC2NC(=O)NC 1-(5-(chroman-5-ylamino)-7-(methylamino)pyrazolo[1,5-a]pyrimidin-3-yl)-3-methylurea